(2R,6S)-4-((3',5'-dimethoxy-4'-methyl-2-(2-(tetrahydrofuran-3-yl)ethyl)-[1,1'-biphenyl]-4-yl)amino)tetrahydro-2H-pyran-4-carboxylic acid COC=1C=C(C=C(C1C)OC)C1=C(C=C(C=C1)NC1(CCOCC1)C(=O)O)CCC1COCC1